methyl-(2-(4-nitrophenoxy)ethyl)sulfane CSCCOC1=CC=C(C=C1)[N+](=O)[O-]